tert-butyl (5S,6R)-5-hydroxy-6-((S)-5H-imidazo[5,1-a]isoindol-5-yl)-2-azaspiro[3.3]heptane-2-carboxylate O[C@@H]1C2(CN(C2)C(=O)OC(C)(C)C)C[C@@H]1[C@@H]1N2C(C3=CC=CC=C13)=CN=C2